ClC1=NC=C(C(=N1)OC=1C=NC=2C=3C=4NC[C@H](NC(C4SC3C=CC2N1)=O)C)S(=O)(=O)C (15R)-5-[(2-chloro-5-methanesulfonylpyrimidin-4-yl)oxy]-15-methyl-11-thia-3,6,14,17-tetraazatetracyclo[8.8.0.02,7.012,18]octadeca-1(10),2(7),3,5,8,12(18)-hexaen-13-one